1-[1-[4-fluoro-3-(trifluoromethoxy)phenyl]-5-methyl-pyrazol-3-yl]piperazine FC1=C(C=C(C=C1)N1N=C(C=C1C)N1CCNCC1)OC(F)(F)F